3-[5-(hydroxymethyl)-3-pyridinyl]isoxazolidine-2-carboxylic acid tert-butyl ester C(C)(C)(C)OC(=O)N1OCCC1C=1C=NC=C(C1)CO